4-(2-bromophenyl)-1-(tert-butoxycarbonyl)-2,5-dihydro-1H-pyrrole-3-carboxylic acid BrC1=C(C=CC=C1)C1=C(CN(C1)C(=O)OC(C)(C)C)C(=O)O